5-chloro-7-(1-methyl-1H-pyrazol-4-yl)imidazo[1,2-c]pyrimidine ClC1=NC(=CC=2N1C=CN2)C=2C=NN(C2)C